4-(aminobenzyl)piperazine-1-carboxylic acid tert-butyl ester C(C)(C)(C)OC(=O)N1CCN(CC1)C(C1=CC=CC=C1)N